C1(CC1)C1=C(C=CC=C1C=1C=C2C=NNC2=CC1)CC(=O)OC methyl 2-[2-cyclopropyl-3-(1H-indazol-5-yl)phenyl]acetate